NC1=CC=C(C=N1)C#CC1=CC=C2CN(C(C2=C1)=O)[C@@H](C(=O)NC=1SC=CN1)C1=CC=CC=C1 |r| (2RS)-2-[6-[2-(6-amino-3-pyridinyl)ethynyl]-1-oxo-isoindolin-2-yl]-2-phenyl-N-thiazol-2-yl-acetamide